O.CC1=CC=C(C=C1)S(=O)(=O)O Para-toluenesulfonic acid, monohydrate